FC(F)(F)OB([O-])[O-].B(F)(F)F.[Li+].[Li+] lithium trifluoroborate (trifluoromethyl)borate